ClC/C=C/C(=O)N1CCN(CC1)C=1N=CC=2N=CN=C(C2N1)NC1=CC(=C(C=C1)OC1=CC2=C(N(N=N2)C)C=C1)C (E)-4-chloro-1-[4-[4-[3-methyl-4-(1-methylbenzotriazol-5-yl)oxy-anilino]pyrimido[5,4-d]pyrimidin-6-yl]piperazin-1-yl]but-2-en-1-one